(E)-N-(6-(3-(dimethylamino)acryloyl)benzo[d][1,3]dioxol-5-yl)acetamide CN(/C=C/C(=O)C=1C(=CC2=C(OCO2)C1)NC(C)=O)C